ClC=1C=C(C(=O)O)C(=CN1)OC1=CC(=CC=C1)C(F)(F)F 2-chloro-5-[3-(trifluoromethyl)phenoxy]isonicotinic acid